4-(((5-bromopyridin-2-yl)oxy)methyl)piperidine-1-carboxylic acid benzyl ester C(C1=CC=CC=C1)OC(=O)N1CCC(CC1)COC1=NC=C(C=C1)Br